5-(2-chloro-3-fluoro-4-methoxy-phenyl)-N-[3-chloro-4-[4-[2-(4-hydroxy-4-piperidinyl)acetyl]piperazine-1-carbonyl]phenyl]-1-methyl-imidazole-2-carboxamide ClC1=C(C=CC(=C1F)OC)C1=CN=C(N1C)C(=O)NC1=CC(=C(C=C1)C(=O)N1CCN(CC1)C(CC1(CCNCC1)O)=O)Cl